ClC1=CC=C(C=C1)C=1N=C2N(C=CC=C2)C1CN1CCN(CC1)C(=O)C1=NC(=CC=C1C)OC (4-{[2-(4-chlorophenyl)imidazo[1,2-a]pyridin-3-yl]methyl}piperazin-1-yl)(6-methoxy-3-methylpyridin-2-yl)methanone